C(C=C)N1C(C=2N=C(N=CC2C1=O)NC1=NC=C(C(=C1)N[C@H](CO)C1=CC=CC=C1)C1=NC(=NO1)C1=NC=CC=C1)(C)C (S)-6-allyl-2-((4-((2-hydroxy-1-phenylethyl)amino)-5-(3-(pyridin-2-yl)-1,2,4-oxadiazol-5-yl)pyridin-2-yl)amino)-7,7-dimethyl-6,7-dihydro-5H-pyrrolo[3,4-d]pyrimidin-5-one